9-[(1-acryloyl-4-piperidinyl)methyl]-6-amino-7-(4-phenoxyphenyl)-7,9-dihydro-8H-purin-8-one [2-methyl-5-(trifluoromethyl)-1,3-dihydropyrazol-3-yl]trifluoromethanesulfonate CN1NC(=CC1OS(=O)(=O)C(F)(F)F)C(F)(F)F.C(C=C)(=O)N1CCC(CC1)CN1C2=NC=NC(=C2N(C1=O)C1=CC=C(C=C1)OC1=CC=CC=C1)N